C(C1=CC=CC=C1)C1C(CCC1)OC(=O)N[C@@H](CC(C)C)C(=O)OC methyl (((2-benzylcyclopentyl) oxy) carbonyl)-L-leucinate